N-(1-cyano-2-(2-oxopiperidin-3-yl)ethyl)-2-(4-(difluoromethyl)-7-chloro-1H-indole-2-carbonyl)-5,5-difluorooctahydrocyclopenta[c]pyrrole-1-carboxamide C(#N)C(CC1C(NCCC1)=O)NC(=O)C1N(CC2C1CC(C2)(F)F)C(=O)C=2NC1=C(C=CC(=C1C2)C(F)F)Cl